dimyristoyl glutamate N[C@@H](CCC(=O)OC(CCCCCCCCCCCCC)=O)C(=O)OC(CCCCCCCCCCCCC)=O